S(=O)(=O)(C=1C=CC2=C(CN(CO2)C2=CC(=C(C(=C2)F)F)F)C1)C=1C=CC2=C(CN(CO2)C2=CC(=C(C(=C2)F)F)F)C1 6,6'-sulfonyl-bis(3-(3,4,5-trifluorophenyl)-3,4-dihydro-2H-benzo[e][1,3]oxazine)